N-((S)-1-(3-chlorophenyl)-2-hydroxyethyl)-1-(5-methyl-2-(((R)-tetrahydrofuran-3-yl)amino)pyrimidin-4-yl)-1H-imidazole-4-carboxamide ClC=1C=C(C=CC1)[C@@H](CO)NC(=O)C=1N=CN(C1)C1=NC(=NC=C1C)N[C@H]1COCC1